C1(=CC=CC=C1)N(Cl)S(=O)(=O)O.[Na] sodium phenylsulfochloramine